7-Cyclopropyl-2-(3-(3-((4-methyl-4H-1,2,4-triazol-3-yl)methyl)oxetan-3-yl)phenyl)-1H-benzo[d]imidazole C1(CC1)C1=CC=CC2=C1NC(=N2)C2=CC(=CC=C2)C2(COC2)CC2=NN=CN2C